BrC1=CC=CC=2C(C3=CC=CC=C3C(C12)=O)=O 1-Bromoanthraquinone